1-(4-(4-((tert-butyldimethylsilyl)oxy)butyl)-3-methyl-3,4-dihydro-2H-benzo[b][1,4]oxazin-6-yl)-7-hydroxy-3-((2-(trimethylsilyl)ethoxy)methyl)-1,3-dihydro-2H-imidazo[4,5-b]pyridin-2-one [Si](C)(C)(C(C)(C)C)OCCCCN1C2=C(OCC1C)C=CC(=C2)N2C(N(C1=NC=CC(=C12)O)COCC[Si](C)(C)C)=O